ClC1=NC=C(C(=N1)OC=1C=NC=2C=3C=4NC[C@H](NC(C4SC3C=CC2N1)=O)C)CP(=O)(C)C (15R)-5-({2-chloro-5-[(dimethylphosphoryl)methyl]pyrimidin-4-yl}oxy)-15-methyl-11-thia-3,6,14,17-tetraaza-tetracyclo[8.8.0.02,7.012,18]octadeca-1(10),2(7),3,5,8,12(18)-hexaen-13-one